N1=C(C=CC=C1)OC=1C=C(C=C2CCN(CC2)C(=O)O)C=CC1 4-[3-(pyridin-2-yloxy)-benzylidene]-piperidine-1-carboxylic acid